ClC1=CC=C(C=C1)C1=C(CCC(C1)(C)C)CN1CC(N(CC1)C(=O)C=1C(=C2CN(C(C2=CC1)=O)C1C(NC(CC1)=O)=O)F)CF 3-(5-(4-((4'-chloro-5,5-dimethyl-3,4,5,6-tetrahydro-[1,1'-biphenyl]-2-yl)methyl)-2-(fluoromethyl)piperazine-1-carbonyl)-4-fluoro-1-oxoisoindolin-2-yl)piperidine-2,6-dione